N-((1r,4r)-4-(3-(4-(5,5-dimethyl-5,6-dihydro-4H-pyrrolo[1,2-b]pyrazol-3-yl)-5-fluoropyridin-2-yl)ureido)cyclohexyl)acetamide CC1(CC=2N(N=CC2C2=CC(=NC=C2F)NC(NC2CCC(CC2)NC(C)=O)=O)C1)C